tert-butyl 2-(4-bromo-3-methyl-phenoxy)-7-azaspiro[3.5]nonane-7-carboxylate BrC1=C(C=C(OC2CC3(C2)CCN(CC3)C(=O)OC(C)(C)C)C=C1)C